5-cyano-6-hydroxy-2-(trifluoromethyl)pyridine-3-carboxylic acid C(#N)C=1C=C(C(=NC1O)C(F)(F)F)C(=O)O